COC=1C=C(CC2=CN=C(S2)NC(=O)C2=NN(C(CC2)=O)C)C=CC1 N-(5-(3-methoxybenzyl)thiazol-2-yl)-1-methyl-6-oxo-1,4,5,6-tetrahydropyridazine-3-carboxamide